N1C=NC(=C1)C1CN(CCC1)C1=NC(=NC=C1)C1=CN=C2N1C=C(N=C2)C(F)F 3-(4-(3-(1H-Imidazol-4-yl)piperidin-1-yl)pyrimidin-2-yl)-6-(difluoromethyl)imidazo[1,2-a]pyrazine